2-amino-3-(2-oxoimidazolin-1-yl)propanamide hydrochloride Cl.NC(C(=O)N)CN1C(NCC1)=O